C1(=CC=CC=C1)N1C(NCC1C(F)(F)F)=O 1-phenyl-5-(trifluoromethyl)imidazolidin-2-one